N-(5-(((5-(tert-butyl)oxazol-2-yl)methyl)thio)thiazol-2-yl)-1'-((5-(2,4-dioxotetrahydropyrimidin-1(2H)-yl)pyridin-2-yl)methyl)-[1,4'-bipiperidine]-4-carboxamide C(C)(C)(C)C1=CN=C(O1)CSC1=CN=C(S1)NC(=O)C1CCN(CC1)C1CCN(CC1)CC1=NC=C(C=C1)N1C(NC(CC1)=O)=O